[Cl-].OCC/[NH+]=C\1/C(=C(CCC1)NCCO)C (E)-2-Hydroxy-N-(3-((2-hydroxyethyl)amino)-2-methylcyclohex-2-en-1-yliden)ethan-1-aminium chlorid